C(C)(C)(C)OC(=O)C1[C@H](NCCO1)C=1C=C(C=C2CCN(CC12)C(=O)N1CCOCC1)C=1N=C2C(=NC1)N(C=C2C)C(=O)OC(C)(C)C (R)-3-(6-(5-(t-butoxycarbonyl)-7-methyl-5H-pyrrolo[2,3-b]pyrazin-2-yl)-2-(morpholin-4-carbonyl)-1,2,3,4-tetrahydroisoquinolin-8-yl)morpholine-2-carboxylic acid tert-butyl ester